(E)-2-bromo-N-(2,4-dimethoxy-6-(4-(prop-2-yn-1-yloxy)styryl)benzyl)-N-phenyl-benzamide BrC1=C(C(=O)N(C2=CC=CC=C2)CC2=C(C=C(C=C2\C=C\C2=CC=C(C=C2)OCC#C)OC)OC)C=CC=C1